[(4-hydroxy-1-methyl-7-phenoxy-isoquinoline-3-carbonyl)-amino]-acetic acid ethanolamine salt C(O)CN.OC1=C(N=C(C2=CC(=CC=C12)OC1=CC=CC=C1)C)C(=O)NCC(=O)O